ClC=1C=C(C=CC1OC)C=1N=C(SC1CC(C)C)N 4-(3-chloro-4-methoxyphenyl)-5-isobutylthiazol-2-amine